(1R,3S,4R)-2-(4,7-difluoro-1H-indole-2-carbonyl)-5,5-difluoro-N-((S,E)-4-fluoro-4-(methylsulfonyl)-1-((S)-2-oxopyrrolidin-3-yl)but-3-en-2-yl)-2-azabicyclo[2.2.2]octane-3-carboxamide FC1=C2C=C(NC2=C(C=C1)F)C(=O)N1[C@H]2CC([C@@H]([C@H]1C(=O)N[C@@H](C[C@H]1C(NCC1)=O)\C=C(\S(=O)(=O)C)/F)CC2)(F)F